COC1=C(C(=CC=C1)OC)P(NC(C1=CC(=C(C(=C1)OC)OC)OC)=O)C1=C(C=CC=C1OC)OC N-(bis(2,6-dimethoxyphenyl)phosphanyl)-3,4,5-trimethoxybenzamide